2'-chloro-5'-methoxy-N-(5-(6-methoxy-pyridazine-3-carbonyl)-5,6-dihydro-4H-pyrrolo[3,4-d]thiazol-2-yl)-6-methyl-[4,4'-bipyridine]-3-carboxamide ClC1=NC=C(C(=C1)C1=C(C=NC(=C1)C)C(=O)NC=1SC2=C(N1)CN(C2)C(=O)C=2N=NC(=CC2)OC)OC